(R)-7-((6-(((2,2-difluoro-ethyl)amino)methyl)-5-(tetrahydro-furan-3-yl)pyridin-2-yl)amino)-4-(7-fluoro-imidazo[1,2-a]pyridin-3-yl)isoindolin-1-one FC(CNCC1=C(C=CC(=N1)NC=1C=CC(=C2CNC(C12)=O)C1=CN=C2N1C=CC(=C2)F)[C@@H]2COCC2)F